COC(CC1=C(C=C(C=C1C(C)C)F)C1=CC(=NC=C1)O)=O 2-(4-fluoro-2-(2-hydroxypyridin-4-yl)-6-isopropylphenyl)-acetic acid methyl ester